C(C)OC1CN(CCC1OC1=CC(=CC=C1)C(F)(F)F)C1=CC(N(C=2C=CC(=NC12)C#N)C)=O 8-(3-Ethoxy-4-(3-(trifluoromethyl)phenoxy)piperidin-1-yl)-5-methyl-6-oxo-5,6-dihydro-1,5-naphthyridin-2-carbonitril